3-chloro-2-hydroxypropyl-dimethyl-dodecyl-ammonium chloride salt [Cl-].ClCC(C[N+](CCCCCCCCCCCC)(C)C)O